ClC=1C=CC2=C(OC3=C(C(N2)=O)C=CC(=C3)CCC)C1 7-chloro-3-propyldibenzo[b,f][1,4]oxazepin-11(10H)-one